4-(4-((Dimethylamino)methyl)-5-methyl-1H-imidazol-1-yl)phenol CN(C)CC=1N=CN(C1C)C1=CC=C(C=C1)O